(S)-(1-(6-(4-chlorophenyl)-2-(pyridin-3-yl)pyrimidin-4-yl)piperidin-3-yl)methanol ClC1=CC=C(C=C1)C1=CC(=NC(=N1)C=1C=NC=CC1)N1C[C@H](CCC1)CO